tert-butyl (6-isothiocyanato-5-(trifluoromethyl)pyridin-3-yl)(methyl)carbamate N(=C=S)C1=C(C=C(C=N1)N(C(OC(C)(C)C)=O)C)C(F)(F)F